2-amino-7-(2-C-methyl-β-D-ribofuranosyl)-7H-pyrrolo[2,3-d]pyrimidine NC=1N=CC2=C(N1)N(C=C2)[C@H]2[C@](O)([C@H](O)[C@H](O2)CO)C